C(C)(=O)C1=CC=NC2=CC(=C(C=C12)C)CCC(=C)C 4-acetyl-7-isopentenyl-6-methylquinoline